phosphorus melamine salt N1=C(N)N=C(N)N=C1N.[P]